CC1=NC=C(C=N1)C=1C=CC=NC1 5-(2-methylpyrimidin-5-yl)pyridine